FC(CN1C=CC2=C(C=CC=C12)C1=C(C=C2NC(C=3N(C2=C1C)C(=NN3)C)(C)C)F)F 8-[1-(2,2-difluoro-ethyl)-1H-indol-4-yl]-7-fluoro-1,4,4,9-tetramethyl-5H-[1,2,4]triazolo[4,3-a]quinoxaline